CN1C(=NN=C1)S[C@@H](C)C=1C=C(C=CC1)N1N=CC(=N1)C1=CC=C(C=C1)CO (S)-(4-(2-(3-(1-(4-methyl-4H-1,2,4-triazol-3-ylthio)ethyl)phenyl)-2H-1,2,3-triazol-4-yl)phenyl)methanol